NC(CCN1CC2=CC(=CC=C2[C@H](C1)C)C(=O)NC=1C=NC=C(C1)CC(F)(F)F)=O (4R)-2-(3-amino-3-oxo-propyl)-4-methyl-N-[5-(2,2,2-trifluoroethyl)-3-pyridyl]-3,4-dihydro-1H-isoquinoline-7-carboxamide